1-(5-fluoro-2-methyl-4-pyridinyl)piperazine tert-Butyl-8,8-dichloro-3-azabicyclo[5.1.0]octane-3-carboxylate C(C)(C)(C)OC(=O)N1CC2C(C2CCC1)(Cl)Cl.FC=1C(=CC(=NC1)C)N1CCNCC1